4-chloro-3-(chloromethyl)-2-butenoic acid ClCC(=CC(=O)O)CCl